22-(benzyloxy)-2,2-dimethyl-N-(6-methylpyridin-2-yl)docosanamide C(C1=CC=CC=C1)OCCCCCCCCCCCCCCCCCCCCC(C(=O)NC1=NC(=CC=C1)C)(C)C